C[C@H]1CN(C[C@H](C1)C1=C2C=CC=NC2=C(N=C1)C)C(CC1CCN(CC1)C)=O 1-[(3R,5R)-3-methyl-5-(8-methyl-[1,7]naphthyridin-5-yl)-piperidin-1-yl]-2-(1-methyl-piperidin-4-yl)-ethanone